N1(CC=CC1)C=O (2,5-dihydro-1H-pyrrol-1-yl)methanone